N-(2-((2-(dimethylamino)ethyl)(methyl)amino)-5-((5-fluoro-4-(7-methoxy-1H-indol-3-yl)pyrimidin-2-yl)amino)phenyl)propionamide CN(CCN(C1=C(C=C(C=C1)NC1=NC=C(C(=N1)C1=CNC2=C(C=CC=C12)OC)F)NC(CC)=O)C)C